C(#N)C1=C(C=C(C=C1)C1=NN(C(=C1CC1=CC(=C(C=C1)S(N)(=O)=O)F)CC1CC1)C=1SC=C(N1)C(=O)O)OC 2-(3-(4-cyano-3-methoxyphenyl)-5-(cyclopropylmethyl)-4-(3-fluoro-4-sulfamoylbenzyl)-1H-pyrazol-1-yl)thiazole-4-carboxylic acid